C(CCCC)OCOCCCC(CC(CC(CC(CC(C)O)C)C)C)C 12-hydroxy-4,6,8,10-tetramethyltridecyl pentyloxymethyl ether